2-(4-((1-(2-(2,6-dioxopiperidin-3-yl)-1,3-dioxoisoindolin-5-yl)azetidin-3-yl)ethynyl)-1H-pyrazol-1-yl)-N-(2-(indolin-1-yl)-5-(trifluoromethyl)phenyl)-2-methylpropanamide O=C1NC(CCC1N1C(C2=CC=C(C=C2C1=O)N1CC(C1)C#CC=1C=NN(C1)C(C(=O)NC1=C(C=CC(=C1)C(F)(F)F)N1CCC2=CC=CC=C12)(C)C)=O)=O